C(C)N(C1=CC=C(C(=O)C2=CC=C(C=C2)N(CC)CC)C=C1)CC 4,4'-bis-diethylaminobenzophenone